3-(2,6-dibenzyloxy-3-pyridyl)-6-nitro-1H-benzimidazol-2-one C(C1=CC=CC=C1)OC1=NC(=CC=C1N1C(NC2=C1C=CC(=C2)[N+](=O)[O-])=O)OCC2=CC=CC=C2